C(C)(C)(C)C=1C(=NC=2C(=CC=C(C2N1)C(=O)NC=1C=C(C=2N(C1)C=C(N2)C)F)Br)OC tert-butyl-8-bromo-N-{8-fluoro-2-methylimidazo[1,2-a]pyridin-6-yl}-2-methoxyquinoxaline-5-carboxamide